tert-butyl (S)-4-(6-bromopyridin-2-yl)-2-methylpiperazine-1-carboxylate BrC1=CC=CC(=N1)N1C[C@@H](N(CC1)C(=O)OC(C)(C)C)C